CC(CCCC=1N(C=C(N1)C=1C=NC=CC1)C(=O)N)C (4-methylpentyl)-4-(pyridin-3-yl)-1H-imidazole-1-carboxamide